C(C1=CC=CC=C1)OC[C@@H]1OCC[C@H]1NC(OC(C)(C)C)=O |r| tert-Butyl ((2R,3R)- and (2S,3S)-2-((benzyloxy)methyl)tetrahydrofuran-3-yl)carbamate